8-methyl-2-((pyrrolidin-3-ylsulfanyl)methyl)quinazolin-4(3H)-one CC=1C=CC=C2C(NC(=NC12)CSC1CNCC1)=O